1,4a,5,6,7,7a-hexahydrocyclopenta[c]pyran-7-carboxylic acid C1OC=CC2C1C(CC2)C(=O)O